N-(2-(2-amino-ethoxy)ethyl)-2-bromo-4-((3-(2,3-difluoro-4-methoxyphenyl)imidazo[1,2-a]pyrazin-8-yl)amino)-6-fluorobenzamide NCCOCCNC(C1=C(C=C(C=C1F)NC=1C=2N(C=CN1)C(=CN2)C2=C(C(=C(C=C2)OC)F)F)Br)=O